5-Methoxy-7-nitro-1-phenyl-1H-benzo[g]indazol-3(2H)-on COC=1C=C2C(NN(C2=C2C1C=C(C=C2)[N+](=O)[O-])C2=CC=CC=C2)=O